CC1=C(SC(=C1)NC1=NN(C2=NC(=NC=C21)NC=2C=NN(C2)C)C)C(=O)NCCN2C(CCC2)C methyl-5-((1-methyl-6-((1-methyl-1H-pyrazol-4-yl)amino)-1H-pyrazolo[3,4-d]pyrimidin-3-yl)amino)-N-(2-(2-methylpyrrolidin-1-yl)ethyl)thiophene-2-carboxamide